5-amino-3,4-dimethyl-N-(4-((trifluoromethyl)sulfonyl)benzyl)thieno[2,3-c]pyridazine-6-carboxamide NC1=C(SC=2N=NC(=C(C21)C)C)C(=O)NCC2=CC=C(C=C2)S(=O)(=O)C(F)(F)F